2-(6-amino-3,5-difluoropyridin-2-yl)isoindoline-1,3-dione NC1=C(C=C(C(=N1)N1C(C2=CC=CC=C2C1=O)=O)F)F